NC=1C2=C(N=CN1)N(C(=C2C=2C=NC(=C(C2)Cl)OC2=CC=CC=C2)C#CC2CN(C2)C2CCN(CC2)C(C=C)=O)C 1-(4-(3-((4-amino-5-(5-chloro-6-phenoxypyridin-3-yl)-7-methyl-7H-pyrrolo[2,3-d]pyrimidin-6-yl)ethynyl)azetidin-1-yl)piperidin-1-yl)prop-2-en-1-one